2-(3-(bromomethyl)phenyl)ethan-1-ol BrCC=1C=C(C=CC1)CCO